O[C@@H]1[C@H](O[C@H](C1)N1C(NC(C(=C1)C)=O)=O)C(=O)O (2S,3S,5R)-3-hydroxy-5-(5-methyl-2,4-dioxo-3,4-dihydropyrimidin-1(2H)-yl)tetrahydrofuran-2-carboxylic acid